[7-Chloro-2-(2,6-difluoro-phenyl)-imidazo[2,1-f][1,2,4]triazin-4-yl]-(2-morpholin-4-yl-ethyl)-amine ClC1=CN=C2C(=NC(=NN21)C2=C(C=CC=C2F)F)NCCN2CCOCC2